ClC1=CC=C(C=C1)[C@H]1[C@@H]2CC[C@H](C1)C2 (1R,2R,4S)-2-(4-chlorophenyl)bicyclo[2.2.1]Heptane